(R)-4-(4-fluoro-3-(3-(methyl(pyridin-3-ylmethyl)amino)pyrrolidine-1-carbonyl)benzyl)phthalazin-1(2H)-one FC1=C(C=C(CC2=NNC(C3=CC=CC=C23)=O)C=C1)C(=O)N1C[C@@H](CC1)N(CC=1C=NC=CC1)C